di-tert-butyl ((butane-1,4-diylbis(azanediyl))bis(butane-4,2-diyl))dicarbamate C(CCCNCCC(C)NC(OC(C)(C)C)=O)NCCC(C)NC(OC(C)(C)C)=O